C1(C=CC(N)(C=C1)N)=C1C=CC(N)(C=C1)N 4,4'-benzidinediamine